CC1=C(N=C(S1)C(C(=O)N)C1=CC(=CC=C1)OCCCN1CCNCC1)C=1C=C2CCN(C2=CC1)C(C1=C(C=CC=C1)C)=O (5-methyl-4-(1-(2-methylbenzoyl)indolin-5-yl)thiazol-2-yl)-2-(3-(3-(piperazin-1-yl)propoxy)phenyl)acetamide